Cl.Cl.N(=NC(C(=N)NC1=CC=C(C=C1)Cl)(C)C)C(C(=N)NC1=CC=C(C=C1)Cl)(C)C 2,2'-azobis[N-(4-chlorophenyl)-2-methylpropionamidine]-di-hydrochloride